C1=CC=CC=2[SH+]C3=CC=CC=C3SC12.COC1=C(C#N)C=C(C=C1)C 2-methoxy-5-methylbenzonitrile thianthrenium salt